3-(5-(1H-pyrrol-2-yl)pyridin-3-yl)-4-methoxyphenyl benzylcarbamate C(C1=CC=CC=C1)NC(OC1=CC(=C(C=C1)OC)C=1C=NC=C(C1)C=1NC=CC1)=O